[K].FC1CN(C1)CCS(=O)(=O)NC(NC1=C2CCCC2=CC=2CCCC12)=O 2-(3-Fluoroazetidin-1-yl)-N-((1,2,3,5,6,7-hexahydro-s-indacen-4-yl)carbamoyl)ethane-1-sulfonamide, Potassium Salt